SCC(=O)OCC(CS)S 2,3-Dimercapto-1-propanol (2-Mercaptoacetat)